(R)-6-(2-amino-5-(4-(2-isopropylmorpholino)phenyl)pyridin-3-yl)-7-fluoro-3,4-dihydroisoquinolin-1(2H)-one NC1=NC=C(C=C1C=1C=C2CCNC(C2=CC1F)=O)C1=CC=C(C=C1)N1C[C@H](OCC1)C(C)C